C(#N)C1=CC(=CC=2N=C(OC21)C=2C(=C(C=CC2)C2=C(C(=CC=C2)NC=2N=CC=C1C=C(C=NC21)CNC[C@@H](C)O)C)C)CN2C[C@@H](CC2)C (R)-1-((7-Cyano-2-(3'-(3-(((R)-2-hydroxypropylamino)methyl)-1,7-naphthyridin-8-ylamino)-2,2'-dimethylbiphenyl-3-yl)benzo[d]oxazol-5-yl)methyl)-3-methylpyrrolidin